C(=CC1=CC=CC=C1)C1=CC=CC=C1 styrylbenzene